(7-(trifluoromethyl)thieno[3,2-b]pyridine-2-carboxamido)propanoate FC(C1=C2C(=NC=C1)C=C(S2)C(=O)NC(C(=O)[O-])C)(F)F